COC1=CC2=C(N(C3=C(N=C2C2=CC=CC=C2)C=CC=C3)C)C=C1 2-methoxy-5-methyl-11-phenyl-5H-dibenzo[b,e][1,4]diazepine